(R)-1-(3-(1-((7-bromo-8-fluoro-6-iodo-2-methylquinazolin-4-yl)amino)ethyl)-2-Fluorophenyl)-1,1-difluoro-2-methylpropan-2-ol BrC1=C(C=C2C(=NC(=NC2=C1F)C)N[C@H](C)C=1C(=C(C=CC1)C(C(C)(O)C)(F)F)F)I